NC1C(CCCC1)=O 2-aminocyclohexanone